C1(=CC=C(C=C1)C1=C(C=CC(=C1)N)C=CC1=CC=C(C=C1)N)C1=CC=CC=C1 (4-biphenylyl)-4,4'-diaminostilbene